4-(2-(4-acrylamidophenyl)-4-amino-7-cyano-1-cyclopropyl-1H-pyrrolo[3,2-c]pyridin-3-yl)-N-cyclopropyl-2-methoxybenzamide C(C=C)(=O)NC1=CC=C(C=C1)C1=C(C=2C(=NC=C(C2N1C1CC1)C#N)N)C1=CC(=C(C(=O)NC2CC2)C=C1)OC